Chloro-methan ClC